CC=1N=C(SC1C)N1N(NC(=N1)C1=CC=CC=C1)C1=CC=CC=C1 3-(4,5-dimethyl-2-thiazolyl)-2,5-diphenyltetrazole